O=C1NC(CCC1N1C(C2=CC=C(C=C2C1=O)CCCCCCC(=O)O)=O)=O 7-(2-(2,6-dioxopiperidin-3-yl)-1,3-dioxoisoindolin-5-yl)heptanoic acid